6-amino-3-cyclopropyl-1-Isopropyl-1H-imidazo[4,5-b]pyridin NC=1C=C2C(=NC1)N(CN2C(C)C)C2CC2